4-amino-6-methyl-5-(quinolin-3-yl)-8,9-dihydropyrimido[5,4-b]indolizin NC1=NC=NC2=C1C(=C1C(=CCCN21)C)C=2C=NC1=CC=CC=C1C2